BrC=1C=C(C=C(C1)NS(=O)(=O)C)NC(=O)C=1NC(N(C1)C1=CC=CC=C1)=O N-(3-bromo-5-(methylsulfonamido)phenyl)-2-oxo-1-phenyl-2,3-dihydro-1H-imidazole-4-carboxamide